O=C1NC(CCC1N1C(C2=CC=C(C=C2C1)N1CCC(CC1)NCC1CCN(CC1)C1=CC=C(C=C1)\C(=C(\CC)/C1=CC=CC=C1)\C1=CC=C(C=C1)B(O)O)=O)=O (Z)-(4-(1-(4-(4-(((1-(2-(2,6-dioxopiperidin-3-yl)-1-oxoisoindolin-5-yl)piperidin-4-yl)amino)methyl)piperidin-1-yl)phenyl)-2-phenylbut-1-en-1-yl)phenyl)boronic acid